2-(4-(((6-(ethyl(2-fluoro-4-(trifluoromethyl)benzyl)amino)-5-fluoropyrimidin-4-yl)amino)methyl)-3,4-dihydroxypiperidin-1-yl)acetamide C(C)N(C1=C(C(=NC=N1)NCC1(C(CN(CC1)CC(=O)N)O)O)F)CC1=C(C=C(C=C1)C(F)(F)F)F